7-(4-(4-(benzo[b]thiophen-4-yl)piperazin-1-yl)butoxy)-1-(2,2-dimethylhexanoyl)quinolin-2(1H)-one S1C2=C(C=C1)C(=CC=C2)N2CCN(CC2)CCCCOC2=CC=C1C=CC(N(C1=C2)C(C(CCCC)(C)C)=O)=O